NC=1SC(=CN1)C1(CCCCC1)O.[Ga+] gallium (i) 1-(2-amino-1,3-thiazol-5-yl)cyclohexane-1-ol